1-(8Z,11Z,14Z-eicosatrienoyl)-2-docosanoyl-glycero-3-phospho-(1'-sn-glycerol) CCCCCCCCCCCCCCCCCCCCCC(=O)O[C@H](COC(=O)CCCCCC/C=C\C/C=C\C/C=C\CCCCC)COP(=O)(O)OC[C@H](CO)O